C(#N)C1=C(C=C(C=C1)N1C(N(C2(CCC2)C1=O)C1=CC=C(C(=O)OC)C=C1)=S)C(F)(F)F methyl 4-[7-(4-cyano-3-trifluoromethylphenyl)-8-oxo-6-thioxo-5,7-diazaspiro[3.4]oct-5-yl]-benzoate